butanediol phosphinate [PH2](=O)OC(CCC)O